Cl.OC1CC(NC1)C(=O)NCC1=CC=C(C=C1)C1=C(C=CN1)SC 4-hydroxyl-N-(4-(4-methylthioazol-5-yl)benzyl)pyrrolidine-2-carboxamide, hydrochloride